N-(4-methoxyphenyl)-2-((2-phenoxyethyl)seleno)benzamide COC1=CC=C(C=C1)NC(C1=C(C=CC=C1)[Se]CCOC1=CC=CC=C1)=O